OC1=C(C2=CC=CC=C2C=C1)CC1=C(C=CC2=CC=CC=C12)C(=O)O ((2-hydroxynaphthalen-1-yl)methyl)-2-naphthoic acid